C(C)(C)(C)OC(CN1CCN(CCN(CCN(CC1)CC(OC(C)(C)C)=O)CC(OC(C)(C)C)=O)CC(=O)O)=O 2-[4,7,10-tris(2-tert-butoxy-2-oxo-ethyl)-1,4,7,10-tetrazacyclododec-1-yl]acetic acid